CC1=NC(=NO1)C1=CC=C2C=CN=C(C2=C1)NC1CC(C1)C(=O)NC1=NN(C(=C1)CCCCC)C (1s,3s)-3-((7-(5-methyl-1,2,4-oxadiazol-3-yl)isoquinolin-1-yl)amino)-N-(1-methyl-5-pentyl-1H-pyrazole-3-yl)cyclobutane-1-carboxamide